Indium(III)-oxid [O-2].[In+3].[O-2].[O-2].[In+3]